O1C(=CC(=O)C=2C(O)=CC(O)=CC12)C1=CC(O)=C(O)C=C1 luteolin